caprylyl-caprylate C(CCCCCCC)(=O)OC(CCCCCCC)=O